FC(C1=NN(C=C1NC(=O)C=1C=NN2C1N=C(C=C2)N2C[C@@H](O[C@H](C2)C)C)C2CCC(CC2)C=O)F N-(3-(difluoromethyl)-1-((1r,4S)-4-formylcyclohexyl)-1H-pyrazol-4-yl)-5-((2S,6S)-2,6-dimethylmorpholino)pyrazolo[1,5-a]pyrimidine-3-carboxamide